(E)-methyl 2-[2-[6-chloropyrimidin-4-yloxy] phenyl]-3-methoxypropenoate ClC1=CC(=NC=N1)OC1=C(C=CC=C1)/C(/C(=O)OC)=C\OC